N1(CCCCC1)CCC1=NOC[C@H](O1)CN1CCCCC1 |r| rac-3-(2-(piperidin-1-yl)ethyl)-5-(piperidin-1-ylmethyl)-5,6-dihydro-1,4,2-dioxazine